C(#N)C1=CC=CC(=N1)[C@H](CNC(CC1CCC(CC1)NS(=O)(=O)C)(C)C)O N-((1S,4r)-4-(2-(((S)-2-(6-Cyanopyridin-2-yl)-2-hydroxyethyl)amino)-2-methylpropyl)cyclohexyl)methanesulfonamide